BrC(C)C1=CC=C(C=C1)C1=NN(C=C1)C 3-(4-(1-bromoethyl)phenyl)-1-methyl-1H-pyrazole